C1(=CC=C(C=C1)C1(C=CC(O1)=O)CCC1=CC=NC=C1)C1=CC=CC=C1 5-([1,1'-biphenyl]-4-yl)-5-(2-(pyridin-4-yl)ethyl)furan-2(5H)-one